ClC1=CC=C(C(=N1)C(=O)O)N[C@H](C)C1=C2N=C(C(=NC2=CC(=C1)C)C#N)N1CC2C(C2C1)F 6-chloro-3-(((1R)-1-(2-cyano-3-(6-fluoro-3-azabicyclo[3.1.0]hexan-3-yl)-7-methylquinoxalin-5-yl)ethyl)amino)picolinic acid